9-(p-carboxyphenyl)acridine C(=O)(O)C1=CC=C(C=C1)C=1C2=CC=CC=C2N=C2C=CC=CC12